(R)-N-((4-bromopyridin-2-yl)methyl)-4-cyano-4-methylisochroman-6-carboxamide BrC1=CC(=NC=C1)CNC(=O)C=1C=C2[C@](COCC2=CC1)(C)C#N